ClC1=C(C=CC(=C1)Cl)C=1CCCC2=C(C1C1=CC=C(C=C1)O[C@@H]1CN(CC1)CCCF)C=CC(=C2)C2=C(C(=O)O)C=CC=C2 (S)-2-(8-(2,4-dichlorophenyl)-9-(4-((1-(3-fluoropropyl)pyrrolidin-3-yl)oxy)phenyl)-6,7-dihydro-5H-benzo[7]annulen-3-yl)benzoic acid